N1(C=NC=C1)C=1N=C(C2=C(N1)C=CN2)C(=O)NC2CCC(CC2)(C)OC 2-(1H-imidazol-1-yl)-N-((1s,4s)-4-methoxy-4-methylcyclohexyl)-5H-pyrrolo[3,2-d]pyrimidine-4-carboxamide